ClC1=C(C=2C=C3N(C2C=C1)CCC3=O)Cl 7,8-Dichloro-2,3-dihydropyrrolo[1,2-a]indol-1-one